C(N)(=O)CNC(=O)C1=CC=C(C=C1)CNC(=O)C1=CC=C2CCC=3C=CC=C1C32 N-({4-[(carbamoylmethyl)-carbamoyl]phenyl}methyl)-1,2-dihydroacenaphthylene-5-carboxamide